bis(3-methyl-3-methoxybutyl peroxy) dicarbonate C(=O)(OOOCCC(C)(OC)C)OC(=O)OOOCCC(C)(OC)C